Dimethyl ((2-ethynylphenyl)sulfonyl)carbonimidodithioate C(#C)C1=C(C=CC=C1)S(=O)(=O)N=C(SC)SC